Octatetraen C=CC=CC=CC=C